N[C@@H](CCC(=O)O)C(=O)O L-GLUTAMIC ACID